6-chloro-N-((5,6-dichloro-1H-benzo[d]imidazol-2-yl)methyl)-3-(5-methylthiophen-3-yl)imidazo[1,2-b]pyridazin-8-amine ClC=1C=C(C=2N(N1)C(=CN2)C2=CSC(=C2)C)NCC2=NC1=C(N2)C=C(C(=C1)Cl)Cl